COC(=O)C1=CC2=CN(N=C2C=C1OC)[C@@H]1C[C@](CCC1)(C)O ((1s,3r)-3-hydroxy-3-methylcyclohexyl)-6-methoxy-2H-indazole-5-carboxylic acid methyl ester